[O-2].[Ti+4].[Ca+2].[O-2].[O-2] calcium-titanium oxide